ClC1=CC=2C3=C(C(=NC2C(=C1C1=C(C(=CC=C1)C)C)F)N1CC(C1)N(C)C)N=CN3[C@@H]3C[C@H](N(CC3)C(=O)OC(C)(C)C)CC#N tert-butyl (2S,4S)-4-(8-chloro-4-(3-(dimethylamino)azetidin-1-yl)-7-(2,3-dimethylphenyl)-6-fluoro-1H-imidazo[4,5-c]quinolin-1-yl)-2-(cyanomethyl)piperidine-1-carboxylate